NC1=C2N=CC=NC2=C(C=C1C(=O)C1=C2C=NN(C2=C(C=C1)F)C1OCCCC1)Br (5-amino-8-bromoquinoxalin-6-yl)-[7-fluoro-1-(oxan-2-yl)indazol-4-yl]methanone